C(C)(C)(C)C1=CC=C(C=C1)C=1OC(=C(N1)C(=O)OCC)C1=CC=C(C=C1)[N+](=O)[O-] ethyl 2-(4-(tert-butyl)phenyl)-5-(4-nitrophenyl)oxazole-4-carboxylate